N-(5-((5-(4-(2-oxo-pyrrolidin-1-yl)-phenyl)pyridin-2-yl)-amino)pyridin-3-yl)-2-phenylcyclopropane-1-carboxamide O=C1N(CCC1)C1=CC=C(C=C1)C=1C=CC(=NC1)NC=1C=C(C=NC1)NC(=O)C1C(C1)C1=CC=CC=C1